C1(CC1)C(=O)NC1=NC=C(C(=O)NC([2H])([2H])[2H])C(=C1)NC1=C(C=2N(C=N1)N=CC2C(C(F)(F)F)C)OC 6-(Cyclopropanecarboxamido)-4-((4-methoxy-3-(1,1,1-trifluoropropan-2-yl)pyrazolo[1,5-c]pyrimidin-5-yl)amino)-N-(methyl-d3)nicotinamide